COC1=C(C(=CC=C1)C)S(=O)(=O)N 2-methoxy-6-methylbenzenesulfonamide